1,1,1,2,2,3,3,4,4,5,5,6,6,7,7,8,8,9,9,10,10,11,11,12,12-pentacosafluorohentriacontane FC(C(C(C(C(C(C(C(C(C(C(C(CCCCCCCCCCCCCCCCCCC)(F)F)(F)F)(F)F)(F)F)(F)F)(F)F)(F)F)(F)F)(F)F)(F)F)(F)F)(F)F